azelonitrile C(CCCCCCCC#N)#N